C12C(C(C(CC1)C2)C(=O)O)C(=O)O.[Na] sodium bicyclo[2.2.1]heptane-2,3-dicarboxylic acid